tert-butyl ((1R,3S)-3-(7-chloro-[1,2,4]triazolo[4,3-b]pyridazin-3-yl)cyclohexyl)carbamate ClC1=CC=2N(N=C1)C(=NN2)[C@@H]2C[C@@H](CCC2)NC(OC(C)(C)C)=O